(2R,3R,4S,5R,6R)-6-((3-(1-hydroxycyclobutyl)isoxazol-5-yl)methyl)-2-(hydroxymethyl)-5-methoxy-4-(4-(3,4,5-trifluorophenyl)-1H-1,2,3-triazol-1-yl)tetrahydro-2H-pyran-3-ol OC1(CCC1)C1=NOC(=C1)C[C@@H]1[C@@H]([C@H]([C@H]([C@H](O1)CO)O)N1N=NC(=C1)C1=CC(=C(C(=C1)F)F)F)OC